Cl.C(C)N1CC(C1)C1=CC=C(N=N1)C1=C(C=C(C=C1)C=1C=CC=2C(N1)=CN(N2)C)O 2-(6-(1-ethylazetidin-3-yl)pyridazin-3-yl)-5-(2-methyl-2H-pyrazolo[4,3-b]pyridin-5-yl)phenol hydrochloride